FC=1C=C(C(=O)NC23CC(C2)(C3)[C@@H](C(=O)NC3=CC=C(C=C3)F)C)C=C(C1)F (S)-3,5-difluoro-N-(3-(1-((4-fluorophenyl)amino)-1-oxopropan-2-yl)bicyclo[1.1.1]pentan-1-yl)benzamide